FC1=C(C=CC(=C1)F)C1=NC(=NC2=C1N=C(N(C2=O)C)C(F)(F)F)N2CC(C2)OC2=CC(=NC=C2)C 8-(2,4-difluorophenyl)-3-methyl-6-(3-((2-methylpyridin-4-yl)oxy)azetidin-1-yl)-2-(trifluoromethyl)pyrimido[5,4-d]pyrimidin-4(3H)-one